C(C)(C)(C)OC(=O)N1CC(CC1)C1=CC(=C(C=C1)C=1N=C2SC3=C(N2C1)C=C(C(=C3)C(=O)OC)OC)F methyl 2-(4-(1-(tert-butoxycarbonyl) pyrrolidin-3-yl)-2-fluorophenyl)-6-methoxybenzo[d]imidazo[2,1-b]thiazole-7-carboxylate